ClC=1N=C(C=C2C1COCC2)C=C 8-chloro-6-vinyl-3,4-dihydro-1H-pyrano[3,4-c]Pyridine